ClC1=CC(=CC=2C=3N(CCOC21)C=NC3)C(=O)N[C@H]3CC(CC3)(F)F (R)-8-chloro-N-(3,3-difluorocyclopentyl)-5,6-dihydrobenzo[f]imidazo[1,5-d][1,4]oxazepine-10-carboxamide